CC=1C(=C2C=NN(C2=CC1C)C1OCCCC1)C1=C(C=2N=C(N=C(C2C=N1)N1CC2(CC(C2)O)CCC1)OCC12CCCN2CCC1)F 6-(7-(5,6-dimethyl-1-(tetrahydro-2H-pyran-2-yl)-1H-indazol-4-yl)-8-fluoro-2-((hexahydro-1H-pyrrolizin-7a-yl)methoxy)pyrido[4,3-d]pyrimidin-4-yl)-6-azaspiro[3.5]nonan-2-ol